C(C)(C)(C)C1=C(N=C(S1)N(C(=O)C1(CC(C1)NC#N)F)C)Cl (1r,3r)-N-(5-tert-butyl-4-chloro-1,3-thiazol-2-yl)-3-(cyanoamino)-1-fluoro-N-methylcyclobutane-1-carboxamide